5-acetoxy-6-hydroxyindoline-2-carboxylic acid C(C)(=O)OC=1C=C2CC(NC2=CC1O)C(=O)O